CC1=NC2=CC(=CC=C2C(=C1)OC1=CC=C(C=C1)NC(=O)C1(CC1)C(NC1=CC=C(C=C1)F)=O)Br Methyl-7-bromo-4-(4-(1-((4-fluorophenyl)carbamoyl)cyclopropane-1-carboxamido)phenoxy)quinoline